(1,5-cyclooctadiene) silver [Ag].C1=CCCC=CCC1